C12(CC3CC(CC(C1)C3)C2)NCC2=CC(=C(CSC3=C1CN(C(C1=CC=C3)=O)C3C(NC(CC3)=O)=O)C=C2)C 3-(4-((4-(((adamantan-1-yl)amino)methyl)-2-methylbenzyl)thio)-1-oxoisoindolin-2-yl)piperidine-2,6-dione